3-Bromo-5-Tert-Butyl-6-Hydroxy-2-Methyl-N-(2-Trifluoromethylphenyl)Benzamide BrC=1C(=C(C(=O)NC2=C(C=CC=C2)C(F)(F)F)C(=C(C1)C(C)(C)C)O)C